4-(aminomethyl)-6-(5-(5-chloro-7-fluoro-6-methoxy-1-oxoisoindol-2-yl)-1-methyl-1H-pyrazol-4-yl)phthalazin-1(2H)-one NCC1=NNC(C2=CC=C(C=C12)C=1C=NN(C1N1C(C2=C(C(=C(C=C2C1)Cl)OC)F)=O)C)=O